dimethylamino-1,3,5-triazine-2-thione CN(C)C1=NC(NC=N1)=S